5-methyl-5-ethoxycarbonyl-bicyclo[2.2.1]hept-2-ene CC1(C2C=CC(C1)C2)C(=O)OCC